tert-Butyl 5-bromo-6-fluoro-2,3'-bipyridin-6'-yl(methyl)carbamate BrC=1C=CC(=NC1F)C=1C=NC(=CC1)N(C(OC(C)(C)C)=O)C